8-chloro-6-methyl-1,7-naphthyridin-3-carbaldehyde ClC=1N=C(C=C2C=C(C=NC12)C=O)C